ClC1=C2C(N[C@@]3(C(N(CC3)CC3=CC=C(C=C3)F)=O)C2=CC=C1)=O |r| rac-4-chloro-1'-(4-fluorobenzyl)spiro[isoindoline-1,3'-pyrrolidine]-2',3-dione